2-Phenylanthraquinone C1(=CC=CC=C1)C1=CC=2C(C3=CC=CC=C3C(C2C=C1)=O)=O